(((1R)-1-(2-cyano-3-(7,7-difluoro-2-azaspiro[4.4]nonan-2-yl)-7-methylquinoxalin-5-yl)ethyl)amino)benzoic acid C(#N)C1=NC2=CC(=CC(=C2N=C1N1CC2(CC1)CC(CC2)(F)F)[C@@H](C)NC2=C(C(=O)O)C=CC=C2)C